BrC1=C(C=CC(=C1)OC)C(C)C 2-bromo-1-isopropyl-4-methoxybenzene